N-((3r,5s)-5-((1H-1,2,3-triazol-1-yl)methyl)pyrrolidin-3-yl)-5-(2-methoxyphenyl)oxazole-2-carboxamide TFA salt OC(=O)C(F)(F)F.N1(N=NC=C1)C[C@@H]1C[C@H](CN1)NC(=O)C=1OC(=CN1)C1=C(C=CC=C1)OC